CC1=C(C(=C(C=C1C)C)C)O 2,3,5,6-tetramethyl-phenol